ethyl (E)-2-(2-(2-(5-cyano-6-oxo-2-thioxo-1,2,3,6-tetrahydropyrimidin-4-yl) vinyl)-6-methoxyphenoxy)-2-methylpropanoate C(#N)C1=C(NC(NC1=O)=S)/C=C/C1=C(OC(C(=O)OCC)(C)C)C(=CC=C1)OC